NCCCNCCCN bisaminopropyl-amine